4-(difluoromethyl)-1-hydroxy-1,3-dihydrobenzo[c][1,2]oxaborole-6-carboxylic acid perfluorophenyl ester FC1=C(C(=C(C(=C1F)F)F)F)OC(=O)C=1C=C(C2=C(B(OC2)O)C1)C(F)F